2-(6-chlorobenzo[d][1,3]dioxol-5-yl)acetonitrile ClC=1C(=CC2=C(OCO2)C1)CC#N